S1C(=NC2=C1C=CC=C2)C(C)(CC)O 2-(benzothiazol-2-yl)butan-2-ol